3,6-dimethyl-2,4,5,6-tetrahydrocyclopenta[c]pyrazole CC1=C2C(=NN1)C(CC2)C